CN(C1=CC=C(C=C1)C1=CC=C(C=C1)CN(C(=O)C1CCCCC1)C1=CC(=CC=C1)CCC=1OC=CN1)C N-((4'-(Dimethylamino)-[1,1'-biphenyl]-4-yl)methyl)-N-(3-(2-(oxazol-2-yl)ethyl)phenyl)cyclohexanecarboxamide